FC1=C(C=CC=C1F)CN1C(CCC1=O)CC(=O)NCC(F)(F)F 2-[1-[(2,3-difluorophenyl)methyl]-5-oxopyrrolidin-2-yl]-N-(2,2,2-trifluoroethyl)acetamid